C(C)(C)(C)OC(=O)N1C[C@@H]([C@@H](C1)CC1=NC(=NN1C)C1=NC=CC=C1)CC1=CC(=CC=C1)C(C)=O (3R,4S)-3-(3-Acetylbenzyl)-4-((1-methyl-3-(pyridin-2-yl)-1H-1,2,4-triazol-5-yl)methyl)pyrrolidine-1-carboxylic acid tert-butyl ester